ClC1=C(C=CC=2C(=C3N(C12)CCC3NC(C)=O)C=3C=NNC3)Cl N-(5,6-dichloro-9-(1H-pyrazol-4-yl)-2,3-dihydro-1H-pyrrolo[1,2-a]indol-1-yl)acetamide